NC1=CC(N(N=C1C1=C(C=CC=C1)C(C)C)CCSC)=O 5-amino-6-(2-isopropylphenyl)-2-(2-(methylthio)ethyl)pyridazin-3(2H)-one